2-(5-(methylsulfinyl)-4-oxobenzo[d][1,2,3]triazin-3(4H)-yl)-N-((S)-1-(4-(trifluoromethoxy)phenyl)ethyl)acetamide CS(=O)C1=CC=CC=2N=NN(C(C21)=O)CC(=O)N[C@@H](C)C2=CC=C(C=C2)OC(F)(F)F